phosphovanadium manganese [Mn].P(=O)(=O)[V]